2-amino-N-(5-chloro-4-((4-chlorophenyl)(cyano)methyl)-2-methylphenyl)benzamide NC1=C(C(=O)NC2=C(C=C(C(=C2)Cl)C(C#N)C2=CC=C(C=C2)Cl)C)C=CC=C1